1,3-dipropylimidazole bromide salt [Br-].C(CC)N1CN(C=C1)CCC